(3-amino-5-cyclopropylphenyl)(phenyl)methanol NC=1C=C(C=C(C1)C1CC1)C(O)C1=CC=CC=C1